C1=CC=C2NC=3C=CC=C4C3C2=C1C1=CC=CC=C14 4H-naphtho[1,2,3,4-def]carbazole